5-benzyl-N-((1aR,2R,8bS)-4-methyl-3-oxo-1,1a,2,3,4,8b-hexahydrocyclopropa[d]pyrido[2,3-b]azepin-2-yl)-1,3,4-oxadiazole-2-carboxamide C(C1=CC=CC=C1)C1=NN=C(O1)C(=O)N[C@@H]1[C@H]2[C@@H](C3=C(N(C1=O)C)N=CC=C3)C2